3-chloro-6-hydroxy-4-methoxy-2-methyl-5-((2E,4E)-3-methyl-5-((1R,2R,6R)-1,2,6-trimethyl-3-oxocyclohexyl)penta-2,4-dien-1-yl)benzaldehyde ClC=1C(=C(C=O)C(=C(C1OC)C\C=C(\C=C\[C@@]1([C@H](C(CC[C@H]1C)=O)C)C)/C)O)C